OC[C@H](C[C@H]1C(NCC1)=O)NC([C@H](CC(C)C)NC(OC1(CC1)CC1=CC(=CC=C1)OC)=O)=O 1-(3-Methoxybenzyl)cyclopropyl ((S)-1-(((S)-1-hydroxy-3-((S)-2-oxopyrrolidin-3-yl)propan-2-yl)amino)-4-methyl-1-oxopentan-2-yl)carbamate